OCCNC(CCCCCCCCCCCCCCCCC)=O N-(2-hydroxyethyl)stearamide